COC1CN(C1)C1=CC=C(C=N1)C(=O)N 6-(3-methoxyazetidin-1-yl)pyridine-3-carboxamide